2-{3-[5-(2-aminopyrimidin-4-yl)-2-(6,6-dimethylmorpholin-3-yl)thiazol-4-yl]-2-fluorophenyl}-2,5-difluorobenzenesulfonamide NC1=NC=CC(=N1)C1=C(N=C(S1)C1NCC(OC1)(C)C)C=1C(=C(C=CC1)C1(C(C=C(C=C1)F)S(=O)(=O)N)F)F